FC(O[C@@H]1CN(CC1)CCOCC1=CC=C(C=N1)C1=CC=2C3=C(N=NC2C=C1)N(C(N3C(C)C)=O)C)F (S)-8-(6-((2-(3-(difluoromethoxy)pyrrolidin-1-yl)ethoxy)methyl)pyridin-3-yl)-1-isopropyl-3-methyl-1H-imidazo[4,5-c]cinnolin-2(3H)-one